O=C1NC(CCC1N1C(C2=CC(=C(C=C2C1=O)N1CCN(CC1)CC1CCN(CC1)C(=O)OC(C)(C)C)F)=O)=O tert-butyl 4-((4-(2-(2,6-dioxopiperidin-3-yl)-6-fluoro-1,3-dioxoisoindolin-5-yl)piperazin-1-yl)methyl)piperidine-1-carboxylate